2-bromo-N-ethyl-5-methoxyaniline BrC1=C(NCC)C=C(C=C1)OC